N-(5-(difluoromethoxy)-4,6-dimethoxypyrimidin-2-yl)-1,8-dihydropyrrolo[3,2-g]indole-3-sulfonamide FC(OC=1C(=NC(=NC1OC)NS(=O)(=O)C1=CNC2=C1C=CC=1C=CNC21)OC)F